6-(6-cyclopropyl-7-methoxyimidazo[1,2-b]pyridazin-3-yl)-N-((3S,4S)-4-fluoropiperidin-3-yl)pyridin-2-amine C1(CC1)C=1C(=CC=2N(N1)C(=CN2)C2=CC=CC(=N2)N[C@H]2CNCC[C@@H]2F)OC